[Mn+2].ClC1(N2CCN(CCCN(CCN(CC1)CCCCCCCC)CC2)C)Cl Dichloro-5-n-octyl-12-methyl-1,5,8,12-tetraazabicyclo[6.6.2]hexadecane manganese (II)